FC=1C=C(C=C(C1F)F)N[C@@H](C)C(=O)O 3,4,5-trifluorophenyl-L-alanine